2,4-dimethylolbiphenyl C(O)C1=C(C=CC(=C1)CO)C1=CC=CC=C1